N1CCC12CN(CC2)C2=NNC(=C2)C=2C(=C(C(=CC2)O)N2CC(NS2(=O)=O)=O)F 5-(3-(3-(1,6-diazaspiro[3.4]octan-6-yl)-1H-pyrazol-5-yl)-2-fluoro-6-hydroxyphenyl)-1,2,5-thiadiazolidin-3-one 1,1-dioxide